NC=1C(=C2C(=NC1C1=C(C(=CC=C1C)O)C)C(=C(S2)C)C)C(=O)N (S)-6-amino-5-(3-hydroxy-2,6-dimethylphenyl)-2,3-dimethylthieno[3,2-b]pyridine-7-carboxamide